N-(1-methyl-3-(4,4,5,5-tetramethyl-1,3,2-dioxaborolan-2-yl)-1H-pyrrolo[2,3-c]pyridin-5-yl)propionamide CN1C=C(C=2C1=CN=C(C2)NC(CC)=O)B2OC(C(O2)(C)C)(C)C